COC1=C(C=CC(=C1)N1CCOCC1)NC=1N=CC2=C(N1)C1(C(N(C2)C=2C=C(C=CC2C)NC(C2=CC(=CC=C2)C(F)(F)F)=O)=O)CC1 N-(3-(2'-((2-methoxy-4-morpholinophenyl)amino)-7'-oxo-5'H-spiro[cyclopropane-1,8'-pyrido[4,3-d]pyrimidine]-6'(7'H)-yl)-4-methylphenyl)-3-(trifluoromethyl)benzamide